methyl 4-[6-(tert-butoxycarbonylamino)pyridazin-3-yl]-4-oxo-butanoate C(C)(C)(C)OC(=O)NC1=CC=C(N=N1)C(CCC(=O)OC)=O